ClC1=C(C=CC=C1)CC(=O)NC1=CC(=NC=C1)C(=O)NC1(CC1)C 4-[[2-(2-chlorophenyl)acetyl]amino]-N-(1-methylcyclopropyl)pyridine-2-carboxamide